2,2,2-tribromoethyltriethoxysilane BrC(C[Si](OCC)(OCC)OCC)(Br)Br